(3S)-1'-{1-phenyl-1H-pyrazolo[3,4-d]pyrimidin-4-yl}-1,3-dihydrospiro[indene-2,4'-piperidin]-3-amine hydrochloride Cl.C1(=CC=CC=C1)N1N=CC=2C1=NC=NC2N2CCC1(CC2)CC2=CC=CC=C2[C@H]1N